3-(2,4-dichlorophenyl)-2-(1H-1,2,4-triazol-1-yl)-4(3H)-quinazolinone ClC1=C(C=CC(=C1)Cl)N1C(=NC2=CC=CC=C2C1=O)N1N=CN=C1